C(C)N1CCC(CC1)N1N=NC=C1 (S)-[1-(1-ethylpiperidin-4-yl)triazol]